C(C)(=O)C=1C(=NC(=CC1)N1C=NC2=C1C=CC(=C2)NC2CN(C(C2)=O)C)N2N=C(C=C2C)C#N 1-[3-acetyl-6-[5-[(5-keto-1-methyl-pyrrolidin-3-yl)amino]benzimidazol-1-yl]-2-pyridinyl]-5-methyl-pyrazole-3-carbonitrile